ClC=1C=C(COC2=CC=C(C=C2)C2=NC=C(C=N2)COC=2C=CC(=C(C(=O)O)C2)NC(=O)NC2CCCC2)C=CC1 5-((2-(4-((3-Chlorobenzyl)oxy)phenyl)pyrimidin-5-yl)methoxy)-2-(3-cyclopentylureido)benzoic acid